5-benzyl-3-(4-(6-(1-methyl-1H-pyrazol-4-yl)pyrazolo[1,5-a]pyridin-3-yl)piperazin-1-yl)-1,2,4-oxadiazole C(C1=CC=CC=C1)C1=NC(=NO1)N1CCN(CC1)C=1C=NN2C1C=CC(=C2)C=2C=NN(C2)C